methyl 7-bromo-4-hydroxyisoquinoline-3-carboxylate BrC1=CC=C2C(=C(N=CC2=C1)C(=O)OC)O